1-(7Z,10Z,13Z,16Z-docosatetraenoyl)-2-nonadecanoyl-glycero-3-phosphocholine CCCCCCCCCCCCCCCCCCC(=O)O[C@H](COC(=O)CCCCC/C=C\C/C=C\C/C=C\C/C=C\CCCCC)COP(=O)([O-])OCC[N+](C)(C)C